C1=CC=CC=2C3=CC=CC=C3C(C12)COC(=O)N[C@H](CCCCNC(C)=C1C(CC(CC1=O)(C)C)=O)C(=O)O N2-(((9H-fluoren-9-yl)methoxy)carbonyl)-N6-(1-(4,4-dimethyl-2,6-dioxocyclohexylidene)ethyl)-D-lysine